NC1=NC=NN2C1=C(C=C2C2CCCC2)C(=O)NC=2C=C1COCC1=CC2 4-amino-7-cyclopentyl-N-(1,3-dihydroisobenzofuran-5-yl)pyrrolo[2,1-f][1,2,4]triazine-5-carboxamide